methyl 5-(5-((tert-butoxycarbonyl)(methyl)amino)pyrimidin-2-yl)picolinate C(C)(C)(C)OC(=O)N(C=1C=NC(=NC1)C=1C=CC(=NC1)C(=O)OC)C